FC(CNC1=CC=C(C=N1)N1C(NC2=C1C=CC=C2)=O)(C)F 1-(6-((2,2-difluoropropyl)amino)pyridin-3-yl)-1H-benzo[d]imidazol-2(3H)-one